5-(3-(3-Cyclobutylprop-1-ynyl)phenoxy)-1H-1,2,3-triazole-4-carboxylic acid C1(CCC1)CC#CC=1C=C(OC2=C(N=NN2)C(=O)O)C=CC1